(3R)-3-{[2-(3-methoxyphenyl)-9-methyl-[1,2,4]triazolo[1,5-c]quinazolin-5-yl]amino}azepin-2-one COC=1C=C(C=CC1)C1=NN2C(=NC=3C=CC(=CC3C2=N1)C)NC=1C(N=CC=CC1)=O